Benzyl (2R,4S)-4-(2-((tert-butoxycarbonyl)amino)ethyl)-2-(tert-butyl)-5-oxooxazolidine-3-carboxylate C(C)(C)(C)OC(=O)NCC[C@@H]1N([C@H](OC1=O)C(C)(C)C)C(=O)OCC1=CC=CC=C1